FC1=C(C(=O)O)C=CC(=C1C1=CC2=C(N=C(N=C2)NC)N2C1=NCC2)C 2-fluoro-4-methyl-3-(2-(methylamino)-8,9-dihydroimidazo[1',2':1,6]pyrido[2,3-d]pyrimidin-6-yl)benzoic acid